1,1,3-trimethyl-1h-benzo[E]indol CC1(CN(C=2C=CC3=C(C12)C=CC=C3)C)C